FC(CN1C(NCC1)=O)F (2,2-difluoroethyl)imidazolidin-2-one